6-(4-(trifluoromethyl)-1H-pyrazol-1-yl)pyrimidine-2-carbaldehyde FC(C=1C=NN(C1)C1=CC=NC(=N1)C=O)(F)F